C(C1=CC=CC=C1)N1C2=C(C3=CC=CC=C13)C=CN1C2=NC(=C1)C1=CC=C(C=C1)C(F)(F)F 11-Benzyl-2-(4-(trifluoromethyl)phenyl)-11H-imidazo[1',2':1,2]pyrido[3,4-b]indole